C1=CC=C(C(=C1)C(=O)/C=C/C2=CC(=C(C=C2)O)O)[O-] The molecule is a phenolate anion resulting from the deprotonation of the phenolic hydroxy group that is ortho to the acyl substituent; major species at pH 7.3. It is a conjugate base of a 2',3,4-trihydroxy-trans-chalcone.